COC=1C=C(CC2=C(C(OC3=CC=CC=C23)=O)C(=O)NC2=CC=C(C=C2)C(NC)=O)C=C(C1)OC (3,5-Dimethoxybenzyl)-N-(4-(methylcarbamoyl)phenyl)-2-oxo-2H-chromen-3-carboxamide